C[Si](C1(C(=C(C(=C1)C)C)C)C)(C1C=CC2=CC=CC=C12)C dimethyl-(indenyl)(tetramethyl-cyclopentadienyl)silane